3-(1-(2-Fluoro-6-methylphenyl)piperidin-4-yl)-1-((3-(trifluoromethyl)pyrazin-2-yl)methyl)quinoxalin-2(1H)-one FC1=C(C(=CC=C1)C)N1CCC(CC1)C=1C(N(C2=CC=CC=C2N1)CC1=NC=CN=C1C(F)(F)F)=O